FC(S(=O)(=O)OC1=C[C@H](CCO1)C=1N=C(C=2N(C(C(=C(N2)C)C)=O)C1)C1=C(C=C(C=C1)F)F)(F)F |o1:8| (S or R)-4-(9-(2,4-Difluorophenyl)-2,3-dimethyl-4-oxo-4H-pyrazino[1,2-a]pyrimidin-7-yl)-3,4-dihydro-2H-pyran-6-yl trifluoromethanesulfonate